1-isopropyl-2-methyl-7-(4,4,5,5-tetramethyl-1,3,2-dioxaborolan-2-yl)quinolin-4(1H)-one C(C)(C)N1C(=CC(C2=CC=C(C=C12)B1OC(C(O1)(C)C)(C)C)=O)C